2-(2',5'-dihydroxy-4'-methoxyphenyl)-5-methoxy-p-benzoquinone OC1=C(C=C(C(=C1)OC)O)C=1C(C=C(C(C1)=O)OC)=O